C(CCCCCCCCC)(=O)OC(COC(C(CCCCCCC)CCCCCCC)=O)C(CCC=O)OC(CCCCCCCCC)=O decanoic acid 2-(decanoyloxy)-1-[(2-heptylnonanoyl) oxy]-6-oxohexane-3-yl ester